C(C)(C)OC([C@@H](N[P@](=O)(OC1=CC=CC=C1)OC1=C(C(=C(C(=C1F)F)F)F)F)C)=O N-(P(S)-(phenoxy)(pentafluorophenoxy)phosphinyl)-L-alanine isopropyl ester